2-[(3-chlorophenyl)methyl]piperidine ClC=1C=C(C=CC1)CC1NCCCC1